NC1=C(C(=CC=C1)F)C=1C(=CC2=C(N(C(N=C2O)=O)C=2C(=NC=CC2CCC(=O)O)C(C)C)N1)F 3-(3-(7-(2-amino-6-fluorophenyl)-6-fluoro-4-hydroxy-2-oxopyrido[2,3-d]pyrimidin-1(2H)-yl)-2-isopropylpyridin-4-yl)propanoic acid